N[C@@H](CCCNC(N)=N)C(=O)N([C@@H](CC(O)=O)C(=O)N[C@@H](CO)C(=O)O)CC1CO1 L-arginyl-glycidyl-L-α-aspartyl-L-serine